(cyano-1-methylethyl)azocarboxamide C(#N)C(C)(C)NC(=O)N=NC(=O)N